C(CCCCCCCCCCCCC)(=O)OC[C@]1(O[C@H](C[C@@H]1OC(=O)OCC)N1C2=NC(=NC(=C2N=C1)N)F)C#C ((2R,3S,5R)-5-(6-amino-2-fluoro-9H-purin-9-yl)-3-((ethoxy-carbonyl) oxy)-2-ethynyl-tetra-hydrofuran-2-yl)methyl tetradecanoate